C(C)(=O)N1CCN(CC1)C=1C=CC(=NC1)C(=O)OC methyl 5-(4-acetylpiperazin-1-yl)picolinate